(S)-(5-amino-7-fluoroimidazo[1,2-c]quinazolin-2-yl)(octahydro-2H-pyrido[1,2-a]pyrazin-2-yl)methanone NC1=NC=2C(=CC=CC2C=2N1C=C(N2)C(=O)N2C[C@H]1N(CC2)CCCC1)F